F[P-](F)(F)(F)(F)F.N1(N=NC2=C1C=CC=C2)O[P+](N2CCCC2)(N2CCCC2)N2CCCC2 Benzotriazol-1-yl-oxytripyrrolidino-phosphonium hexafluorophosphat